3-(3-(2-ethoxyphenyl)-5-methyl-4-thiazolinonyl)-N-(4-phenylbutyl)benzamide C(C)OC1=C(C=CC=C1)N1C(SC(=C1C=1C=C(C(=O)NCCCCC2=CC=CC=C2)C=CC1)C)=O